2-(4-chlorophenyl)-2-((3-(1-((2-hydroxy-2-methylpropoxy)imino)ethyl)-5-methoxyphenyl)amino)-1-(6'-(trifluoromethoxy)spiro[cyclopropane-1,3'-indolin]-1'-yl)ethan-1-one ClC1=CC=C(C=C1)C(C(=O)N1CC2(C3=CC=C(C=C13)OC(F)(F)F)CC2)NC2=CC(=CC(=C2)OC)C(C)=NOCC(C)(C)O